1-(4-nitrophenyl)cyclopentane [N+](=O)([O-])C1=CC=C(C=C1)C1CCCC1